trans-N-(6-bromo-7-chloroisoquinolin-3-yl)-2-(pyridin-2-yl)cyclopropane-1-carboxamide BrC=1C=C2C=C(N=CC2=CC1Cl)NC(=O)[C@H]1[C@@H](C1)C1=NC=CC=C1